CCCC/C=C\CCCCCCCC(=O)OC[C@H](COP(=O)(O)OC[C@H](CO)O)OC(=O)CC/C=C\C/C=C\C/C=C\C/C=C\C/C=C\C/C=C\CC 1-(9Z-tetradecenoyl)-2-(4Z,7Z,10Z,13Z,16Z,19Z-docosahexaenoyl)-glycero-3-phospho-(1'-sn-glycerol)